FC1=C(C(=C(C=C1C1=NN(C2=C1C=NC(=C2)N2C(COCC2)CN2CCOCC2)C)C(F)(F)F)F)O 2,6-Difluoro-3-(1-methyl-6-(3-(morpholinomethyl)morpholino)-1H-pyrazolo[4,3-c]pyridin-3-yl)-5-(trifluoromethyl)phenol